CO[Si](CC[Si](OC)(OC)C)(OC)OC 1-trimethoxysilyl-2-methyldimethoxysilyl-ethane